5-hydroxy-N-(2-mercaptoethyl)-2-methyl-2-(4-methylpent-3-en-1-yl)-7-pentyl-2H-chromen-6-carboxamide OC1=C2C=CC(OC2=CC(=C1C(=O)NCCS)CCCCC)(CCC=C(C)C)C